CC1=CC=CC=C1NC(=NC2=CC=CC=C2C)N N,N-di-o-tolylguanidine